ClC1=C(C=2N=C(N=C(C2C(=N1)OC)N)S(=O)C)F 7-chloro-8-fluoro-5-methoxy-2-(methylsulfinyl)pyrido[4,3-d]pyrimidin-4-amine